ethyl 2-(allyl((6-chloropyridazin-3-yl)methyl)amino)-2-oxoacetate C(C=C)N(C(C(=O)OCC)=O)CC=1N=NC(=CC1)Cl